1,3-dioctylimidazolium C(CCCCCCC)N1C=[N+](C=C1)CCCCCCCC